ethyl (E)-3-(3-(3-methylbenzyl)phenyl)acrylate CC=1C=C(CC=2C=C(C=CC2)/C=C/C(=O)OCC)C=CC1